3-(4,5-dimethyl-thiazol-2-yl)-2,5-diphenyl-tetrazole Bromide [Br-].CC=1N=C(SC1C)N1N(NC(=N1)C1=CC=CC=C1)C1=CC=CC=C1